FC(C)(F)C1=NC(=CC(=N1)NC1=CC(=NC=C1OCC)NC(C)=O)C=1C=NN(C1)C([2H])([2H])[2H] N-(4-((2-(1,1-difluoroethyl)-6-(1-(methyl-d3)-1H-pyrazol-4-yl)pyrimidin-4-yl)amino)-5-ethoxypyridin-2-yl)acetamide